(S)-7-((4-benzoylbenzoyl)glycyl)-1,4-dioxa-7-azaspiro[4.4]nonane-8-carboxylic acid methyl ester COC(=O)[C@H]1N(CC2(OCCO2)C1)C(CNC(C1=CC=C(C=C1)C(C1=CC=CC=C1)=O)=O)=O